FC1=C(CC2=NC3=C(N2[C@@H]2COCC2(C)C)C=C(C=C3)C(=O)O)C=C(C(=C1)C1=NC(=C(C=C1)F)OCC=1SC(=CN1)C(F)(F)F)F (S)-2-(2,5-difluoro-4-(5-fluoro-6-((5-(trifluoromethyl)thiazol-2-yl)methoxy)pyridin-2-yl)benzyl)-1-(4,4-dimethyltetrahydrofuran-3-yl)-1H-benzo[d]imidazole-6-carboxylic acid